(E)-2-amino-1-(4-(2-amino-5-carbamoyl-7-(3-hydroxypropoxy)-1H-benzo[d]imidazol-1-yl)but-2-en-1-yl)-7-methoxy-1H-benzo[d]imidazole NC1=NC2=C(N1C\C=C\CN1C(=NC3=C1C(=CC(=C3)C(N)=O)OCCCO)N)C(=CC=C2)OC